tertbutyl iodide C(C)(C)(C)I